FC1=CC=C(C=C1)CCC(=O)N 3-(4-fluorophenyl)propanamide